6-(4-chlorophenyl)-N-[(2R)-2,3-dihydroxypropyl]-2-(5-fluoropyridin-3-yl)-3-oxo-2,3-dihydropyridazine-4-carboxamide ClC1=CC=C(C=C1)C=1C=C(C(N(N1)C=1C=NC=C(C1)F)=O)C(=O)NC[C@H](CO)O